NC=1C=2N(C3=C(N1)C=NC(=C3)C(=O)N3[C@H]1C4=C([C@@H](CC3)C1)N=C(C=C4)Cl)C=NC2 (4-aminoimidazo[1,5-a]pyrido[3,4-e]pyrazin-8-yl)((5R,9S)-2-chloro-5,7,8,9-tetrahydro-6H-5,9-methanopyrido[3,2-c]azepin-6-yl)methanone